1-(4-methylthiazol-5-yl)-3-oxo-2,3-dihydro-1H-inden-5-yl acetate (1-(4-methylthiazol-yl)-3-oxo-2,3-dihydro-1H-inden-5-YL ACETATE) CC=1N=C(SC1)C1CC(C2=CC(=CC=C12)CC(=O)O)=O.C(C)(=O)OC=1C=C2C(CC(C2=CC1)C1=C(N=CS1)C)=O